[I].[Cu].[Cs] cesium copper iodine